C(C)OC=1C=2N(C=CC1C#N)C(=CN2)C2=C1CNC(C1=C(C=C2)NC2=NC=C(C=C2)N2CCC(CC2)O)=O 8-ethoxy-3-[7-[[5-(4-hydroxy-1-piperidyl)-2-pyridyl]amino]-1-oxo-isoindolin-4-yl]imidazo[1,2-a]pyridine-7-carbonitrile